OC=1C=NC=C(C(=O)OC)C1 methyl 5-hydroxynicotinate